CC=1C=C(C=CC1)C1=N[C@H](C(NC2=C1C=CC=C2C(F)(F)F)=O)C(C(=O)N)(C(C(=O)N)CCCC(F)(F)F)CCC(F)(F)F ((3S)-5-(3-methylphenyl)-2-oxo-9-(trifluoromethyl)-2,3-dihydro-1H-1,4-benzodiazepin-3-yl)-3-(4,4,4-trifluorobutyl)-2-(3,3,3-trifluoropropyl)succinamide